N[C@@H](CN[C@H]1[C@@H](CCCC1)N)CC1=CC=C(C=C1)N N-[(R)-2-amino-3-(p-aminophenyl)propyl]Trans-(S,S)-cyclohexane-1,2-diamine